C(CCC)C1(CCC(CC1)(N)CCCC)N dibutyl-1,4-cyclohexanediamine